2-(6-amino-4-((4-fluorophenyl)amino)-1H-pyrazolo[3,4-d]pyrimidin-1-yl)-N-(1-ethyl-3-methyl-1H-pyrazol-5-yl)acetamide NC1=NC(=C2C(=N1)N(N=C2)CC(=O)NC2=CC(=NN2CC)C)NC2=CC=C(C=C2)F